FC1=C(C=CC=C1C1CCN(CC1)C)O 2-fluoro-3-(N-methylpiperidin-4-yl)phenol